ClC1=CC=C(C(=N1)C(=O)O)C#CC=1C(=NC(=CC1)C=1N=NN(C1NC(=O)O[C@H](C)C(CC)(F)F)C)C (R)-6-chloro-3-((6-(5-((((3,3-difluoropentan-2-yl)oxy)carbonyl)amino)-1-methyl-1H-1,2,3-triazol-4-yl)-2-methylpyridin-3-yl)ethynyl)picolinic acid